O=S1(CCN(CC1)C1=CC(=NC=N1)NC1=NNC2=CC(=CC=C12)[C@@H]1C[C@@]12C(NC1=CC=C(C=C21)OC)=O)=O (1R,2S)-2-(3-((6-(1,1-dioxidothiomorpholino)pyrimidin-4-yl)amino)-1H-indazol-6-yl)-5'-methoxyspiro[cyclopropane-1,3'-indolin]-2'-one